IC1=CC=C(C=C1)C=1OC(=CN1)CC/1OC2=C(C(\C1=C/NC(C)C)=O)C=CC=C2 (Z)-2-((2-(4-iodophenyl)oxazol-5-yl)methyl)-3-((isopropylamino)methylene)benzopyran-4-one